N6-(beta-hydroxybutyryl)lysine OC(CC(=O)NCCCC[C@H](N)C(=O)O)C